N-[4-(4-chlorophenyl)-1-oxophthalazin-2(1H)-yl]-3,3,3-trifluoropropanamide ClC1=CC=C(C=C1)C1=NN(C(C2=CC=CC=C12)=O)NC(CC(F)(F)F)=O